8-Oxa-2-aza-spiro[4.5]decane-2-carboxylic acid [7-(3-fluoro-5-methanesulfonyl-amino-phenyl)-4-methoxy-thiazolo[4,5-c]pyridin-2-yl]-amide FC=1C(=C(C=C(C1)S(=O)(=O)C)C=1C2=C(C(=NC1)OC)N=C(S2)NC(=O)N2CC1(CC2)CCOCC1)N